C1(CC1)C1=CC(=C(C=C1)C(C)N1C[C@@H](N(C[C@H]1CC)C1=CC(N(C=2N1N=C(C2)CC#N)C)=O)C)F 2-(7-((2S,5R)-4-(1-(4-cyclopropyl-2-fluorophenyl)ethyl)-5-ethyl-2-methylpiperazin-1-yl)-4-methyl-5-oxo-4,5-dihydropyrazolo[1,5-a]pyrimidin-2-yl)acetonitrile